(1S,4R)-4-[8-amino-1-(2-ethoxy-4-{[4-(trifluoromethyl)pyridin-2-yl]carbamoyl}phenyl)imidazo[1,5-a]pyrazin-3-yl]-2,5-dihydroxybicyclo[2.2.2]octane-1-carboxylic acid NC=1C=2N(C=CN1)C(=NC2C2=C(C=C(C=C2)C(NC2=NC=CC(=C2)C(F)(F)F)=O)OCC)[C@@]21CC([C@@](CC2O)(CC1)C(=O)O)O